(((9H-fluoren-9-yl)methoxy)carbonyl)glycylglycylglycylglycine C1=CC=CC=2C3=CC=CC=C3C(C12)COC(=O)NCC(=O)NCC(=O)NCC(=O)NCC(=O)O